FC1(CCNCC1)C1=NN=C(O1)[C@@]12CN(C[C@]2(C1)C(F)(F)F)C1=C2C=CC=NC2=C(C=C1)C#N 5-((1S,5R)-1-(5-(4-fluoropiperidin-4-yl)-1,3,4-oxadiazol-2-yl)-5-(trifluoromethyl)-3-azabicyclo[3.1.0]hex-3-yl)quinoline-8-carbonitrile